(4-((7-(ethyl(methyl)amino)-5-methyl-[1,2,4]triazolo[1,5-a]pyrimidin-6-yl)methyl)phenyl)(imino)(methyl)-λ6-sulfanone C(C)N(C1=C(C(=NC=2N1N=CN2)C)CC2=CC=C(C=C2)S(=O)(C)=N)C